ClC1=NC=C(C(=C1)C=1N=C(N2C1[C@H](N(CC2)C(=O)C2=CC=C(C=C2)F)C)C2=NC(=NS2)C)Cl (R)-(1-(2,5-dichloropyridin-4-yl)-8-methyl-3-(3-methyl-1,2,4-thiadiazol-5-yl)-5,6-dihydroimidazo[1,5-a]pyrazin-7(8H)-yl)(4-fluorophenyl)methanone